(1r,2'R,4R)-2'-(1-benzofuran-2-yl)-4-(3-chloroanilino)-2',3'-dihydrospiro[cyclohexane-1,1'-indene]-4-carboxylic acid O1C(=CC2=C1C=CC=C2)[C@H]2C1(C3=CC=CC=C3C2)CCC(CC1)(C(=O)O)NC1=CC(=CC=C1)Cl